COC1=C2C(=NC=NC2=CC(=C1OC)OC)NC1=CC=C(C=C1)N N1-(5,6,7-trimethoxyquinazolin-4-yl)benzene-1,4-diamine